COC=1N=CC(=NC1)C1=C(C=C2C=C(NC2=C1)CNC(C(C)C)=O)OC(F)(F)F N-{[6-(5-methoxy-2-pyrazinyl)-5-trifluoromethoxy-2-indolyl]methyl}2-methylpropionamide